(Z)-1-(3-(5-(dimethylamino)-2-isopropylphenyl)-4-oxothiazolidin-2-ylidene)-3-(4-(1-(4-((trifluoromethyl)thio)phenyl)-1H-1,2,4-triazol-3-yl)phenyl)urea CN(C=1C=CC(=C(C1)N1/C(/SCC1=O)=N/C(=O)NC1=CC=C(C=C1)C1=NN(C=N1)C1=CC=C(C=C1)SC(F)(F)F)C(C)C)C